O=C1NC(CC[C@@H]1N1C(C2=CC=CC(=C2C1)OCC1=CC=C(CN2CCN(CC2)C2CCC(CC2)NC(=O)C2=NC(=CC=C2)N2C=NC=C2)C=C1)=O)=O N-((1R,4R)-4-(4-(4-(((2-((S)-2,6-dioxopiperidin-3-yl)-1-oxoisoindolin-4-yl)oxy)methyl)benzyl)piperazin-1-yl)cyclohexyl)-6-(1H-imidazol-1-yl)pyridine-2-carboxamide